3,5-diiodonitrobenzene C1=C(C=C(C=C1I)I)[N+](=O)[O-]